FC1=CC=2C3=C(NC2C=C1)C(=NN=C3)SCC(=O)NC3CCCC1=CC=CC=C31 2-({8-fluoro-5H-pyridazino[4,5-b]indol-4-yl}sulfanyl)-N-(1,2,3,4-tetrahydronaphthalen-1-yl)acetamide